6-Chloro-8-(4-cyclopentyloxy-phenyl)-1-methyl-9H-pyrido[3,4-b]indole ClC=1C=C2C3=C(NC2=C(C1)C1=CC=C(C=C1)OC1CCCC1)C(=NC=C3)C